O1OC(CCC1)C(=O)C(O)[C@@H](O)CO 1,2-dioxanoyl-sn-glycerol